3-methyl-2-oxopentanoate CC(C(C(=O)[O-])=O)CC